C(CCCCCCCC)(=O)OCC(OC(CCCCCCCC)=O)COC(CCCCCCCC)=O 1,2,3-trisnonoyl-glycerol